4-(3-cyano-8-nitro-2-oxo-2H-chromen-6-yl)benzoic acid ethyl ester C(C)OC(C1=CC=C(C=C1)C=1C=C2C=C(C(OC2=C(C1)[N+](=O)[O-])=O)C#N)=O